C(C1=CC=CC=C1)C1[N@](C1)CC1=CC(=NC=C1)C=1C=C2CN(C(C2=CC1)=O)C1C(NC(CC1)=O)=O 3-(5-(4-(((S)-2-benzylaziridin-1-yl)methyl)pyridin-2-yl)-1-oxoisoindolin-2-yl)piperidine-2,6-dione